5-bromo-4-chloro-2-fluoro-N-(2-methoxyphenyl)benzenesulfonamide BrC=1C(=CC(=C(C1)S(=O)(=O)NC1=C(C=CC=C1)OC)F)Cl